methyl 3-(3-{[6-(benzyloxy)-2,2-dioxo-2H-1,2λ6,3-benzoxathiazin-3(4H)-yl]methyl}-4-methylphenyl)-3-(7-bromo-1,4-dimethyl-1H-benzotriazol-5-yl)propanoate C(C1=CC=CC=C1)OC=1C=CC2=C(CN(S(O2)(=O)=O)CC=2C=C(C=CC2C)C(CC(=O)OC)C2=C(C3=C(N(N=N3)C)C(=C2)Br)C)C1